CN(CCN(C)C)C N1,N1,N2,N2-tetramethyl-1,2-ethanediamine